1-(cyclobutylmethyl)-8-(isobutyl-(methyl)amino)-3-(4-methoxybenzyl)-2-oxo-1,3-diazaspiro[4.5]decane-8-carbonitrile C1(CCC1)CN1C(N(CC12CCC(CC2)(C#N)N(C)CC(C)C)CC2=CC=C(C=C2)OC)=O